C(#N)C=1C=NN2C1C(=CC(=C2)OCC)C=2C=CC(=NC2)N2CCC(CC2)(CN(C)CC(CO)(F)F)NC(C2=C(C=CC(=C2)F)C)=O N-(1-(5-(3-cyano-6-ethoxypyrazolo[1,5-a]pyridin-4-yl)pyridin-2-yl)-4-(((2,2-difluoro-3-hydroxypropyl)(methyl)amino)methyl)piperidin-4-yl)-5-fluoro-2-methylbenzamide